COCOC1=CC=CC(=N1)C1=CCC(CC1)CC=O 2-(4-(6-((methoxymethyl)oxy)pyridin-2-yl)cyclohex-3-enyl)acetaldehyde